(S)-4-(3-(Dimethylamino)-3-(3-(trifluoromethyl)phenethyl)-piperidin-1-yl)-2,5-difluoro-N-(pyrimidin-4-yl)benzenesulfonamide CN([C@@]1(CN(CCC1)C1=CC(=C(C=C1F)S(=O)(=O)NC1=NC=NC=C1)F)CCC1=CC(=CC=C1)C(F)(F)F)C